C1(CC1)C[C@@H](C(N[C@@H](C[C@H]1C(NCC1)=O)C(COC(F)(F)F)=O)=O)NC(C(=O)NC12CC(C1)(C2)F)=O N1-((S)-3-cyclopropyl-1-oxo-1-(((S)-3-oxo-1-((S)-2-oxopyrrolidin-3-yl)-4-(trifluoromethoxy)butan-2-yl)amino)propan-2-yl)-N2-(3-fluorobicyclo[1.1.1]-pentan-1-yl)oxalamide